5-(4-chloro-3-cyanobenzoyl)-6-methyl-4,5,6,7-tetrahydro-2H-pyrazolo[4,3-c]pyridine-3-carboxylic acid ClC1=C(C=C(C(=O)N2CC=3C(CC2C)=NNC3C(=O)O)C=C1)C#N